6-chloro-3-(((R)-1-(3,6-dimethyl-2-((1R,4R)-5-(5-methylpyridin-2-yl)-2,5-diazabicyclo[2.2.1]heptan-2-yl)-4-oxo-3,4-dihydroquinazolin-8-yl)ethyl)amino)-N-(methylsulfonyl)picolinamide ClC1=CC=C(C(=N1)C(=O)NS(=O)(=O)C)N[C@H](C)C=1C=C(C=C2C(N(C(=NC12)N1[C@H]2CN([C@@H](C1)C2)C2=NC=C(C=C2)C)C)=O)C